1-(1-(3-chlorophenyl)-2-hydroxy-ethyl)-3-(1-(2-((2-chloro-phenyl)amino)-5-methyl-pyrimidin-4-yl)-1H-pyrazol-4-yl)urea ClC=1C=C(C=CC1)C(CO)NC(=O)NC=1C=NN(C1)C1=NC(=NC=C1C)NC1=C(C=CC=C1)Cl